1-(1-acryloylpyrrolidin-3-yl)-3-(4-(pyridin-4-yloxy)phenyl)-1H-imidazo[4,5-c]pyridin-2(3H)-one C(C=C)(=O)N1CC(CC1)N1C(N(C=2C=NC=CC21)C2=CC=C(C=C2)OC2=CC=NC=C2)=O